2-Chloro-5-{[(2,2-dimethylpropionyl)amino]methyl}-N-[1-(3-phenylpropyl)-1H-indazol-4-yl]benzamide ClC1=C(C(=O)NC2=C3C=NN(C3=CC=C2)CCCC2=CC=CC=C2)C=C(C=C1)CNC(C(C)(C)C)=O